[I-].OC1=C(/C=C/C2=[N+](C3=CC=CC=C3C=C2)C)C=C(C=C1OC)[N+](=O)[O-] (E)-2-(2-Hydroxy-3-methoxy-5-nitrostyryl)-1-methylquinolinium iodide